C(CCC)C1(C(CCCC1)[NH3+])CCCC 1,1-dibutyl-cyclohexylammonium